NC1=CC=C(C(=C1C(=O)N(C)CCN(C)C)F)B1OC(C(O1)(C)C)(C)C 6-amino-N-(2-(dimethylamino)ethyl)-2-fluoro-N-methyl-3-(4,4,5,5-tetramethyl-1,3,2-dioxaborolan-2-yl)benzamide